6-bromo-5-(2,4-difluorophenoxy)-1-(ethylsulfonyl)-2-methyl-1H-benzo[d]imidazole BrC=1C(=CC2=C(N(C(=N2)C)S(=O)(=O)CC)C1)OC1=C(C=C(C=C1)F)F